N-[(5-cyclopropyl-6-fluoropyridin-2-yl)(phenyl)methyl]-1-{2-[(3,3-difluoroazetidine-1-carbonyl)amino]acetyl}-4-fluoropyrrolidine-2-carboxamide C1(CC1)C=1C=CC(=NC1F)C(NC(=O)C1N(CC(C1)F)C(CNC(=O)N1CC(C1)(F)F)=O)C1=CC=CC=C1